5-o-hydroxyphenyl-10,15,20-triphenyl-porphyrin 1-((((S)-1-(2-chlorophenyl)-2-oxocyclohexyl)(methyl)carbamoyl)oxy)ethyl-2-(3-methyloxetan-3-yl)acetate ClC1=C(C=CC=C1)[C@@]1(C(CCCC1)=O)N(C(=O)OC(C)C(C(=O)O)C1(COC1)C)C.OC1=C(C=CC=C1)C=1C2=CC=C(N2)C(=C2C=CC(C(=C3C=CC(=C(C=4C=CC1N4)C4=CC=CC=C4)N3)C3=CC=CC=C3)=N2)C2=CC=CC=C2